OC1(CC(C1)C(=O)N1CC2(C1)CCC(CC2)C=2C=NN1C2C=CC=C1)C ((1s,3s)-3-Hydroxy-3-methylcyclobutyl)(7-(pyrazolo[1,5-a]pyridin-3-yl)-2-azaspiro[3.5]nonan-2-yl)methanon